vinyltris-(trimethylsiloxy)silane C(=C)[Si](O[Si](C)(C)C)(O[Si](C)(C)C)O[Si](C)(C)C